C(C)(SC1=NOC(C1)(C)C)=O S-(5,5-dimethyl-4H-isoxazol-3-yl) ethanethioate